C[C@@H]1[C@@H]2CCC(=C3[C@@H]([C@H]2OC1=O)C(=CC3=O)C)C The molecule is a sesquiterpene lactone that is (3R,3aS,9aS,9bS)-3,3a,4,5,9a,9b-hexahydroazuleno[4,5-b]furan-2,7-dione carrying three additional methyl substituents at positions 3, 6 and 9. It has a role as a plant metabolite and a nitric oxide synthase activator. It is an azulenofuran and a sesquiterpene lactone.